N1(CCNCC1)[C@H](C)C=1C=CC2=C(N=CS2)C1 |r| Racemic-5-(1-(piperazin-1-yl)ethyl)benzo[d]thiazole